C12(CC(C1)C2)N2C[C@H](N(S(C1=C2C=CC(=C1)OC)(=O)=O)C)CCCC (R)-5-(bicyclo[1.1.1]pentan-1-yl)-3-butyl-8-methoxy-2-methyl-2,3,4,5-tetrahydrobenzo[f][1,2,5]thiadiazepine 1,1-dioxide